tert-butyl (2R,4S)-2-[2,3-dichloro-6-(methoxymethoxy)phenyl]-4-(2-ethoxy-2-oxoethyl)pyrrolidine-1-carboxylate ClC1=C(C(=CC=C1Cl)OCOC)[C@@H]1N(C[C@@H](C1)CC(=O)OCC)C(=O)OC(C)(C)C